ClCCOCC=N[S@](=O)C(C)(C)C (R)-N-(2-(2-chloroethoxy)ethylidene)-2-methylpropane-2-sulfinamide